7-bromo-3-chloro-N,N-dimethyl-5H-pyrrolo[2,3-b]pyrazine-5-sulfonamide BrC1=CN(C2=NC(=CN=C21)Cl)S(=O)(=O)N(C)C